NC1=NC=C(C(=N1)C(F)F)C1=NC(=NC(=N1)N1CCOCC1)N1CCN(CC1)C(CCC1CCN(CC1)C(C=C)=O)=O 1-(4-(3-(4-(4-(2-amino-4-(difluoromethyl)pyrimidin-5-yl)-6-morpholino-1,3,5-triazin-2-yl)piperazin-1-yl)-3-oxopropyl)piperidin-1-yl)prop-2-en-1-one